(E)-3-bromo-N'-phenylbenzamidine BrC=1C=C(/C(=N\C2=CC=CC=C2)/N)C=CC1